C(CCC)=O (E)-1-butanone